6-(2-(ethoxymethoxy)-6-methyl-4-(trifluoromethyl)phenyl)-2-((2-(trimethylsilyl)ethoxy)methyl)-2H-pyrazolo[3,4-b]pyrazine C(C)OCOC1=C(C(=CC(=C1)C(F)(F)F)C)C=1C=NC=2C(N1)=NN(C2)COCC[Si](C)(C)C